[2-(4-amino-piperidin-1-yl)-5-(3-fluoro-4-methoxy-phenyl)-1-methyl-6-oxo-1,6-dihydro-pyrimidin-4-yl]-2-fluorobenzonitrile NC1CCN(CC1)C=1N(C(C(=C(N1)C=1C(=C(C#N)C=CC1)F)C1=CC(=C(C=C1)OC)F)=O)C